C(C)N1N=NC2=C1N=C(N=C2N2CCOCC2)C2=CC=C(C=C2)NC(=O)NC2=CC=C(C=C2)C(=O)N2CCN(CC2)C 1-(4-(3-ethyl-7-morpholino-3H-[1,2,3]triazolo[4,5-d]pyrimidin-5-yl)phenyl)-3-(4-(4-methylpiperazine-1-carbonyl)phenyl)urea